ClC=1C=C(C=CC1)C=1N=C(SC1SC(C)C)N1N=C(C(=C1C(=O)O)C1=CC(=NC(=C1)C)C)C 1-(4-(3-chlorophenyl)-5-(isopropylsulfanyl)thiazol-2-yl)-4-(2,6-dimethylpyridin-4-yl)-3-methyl-1H-pyrazole-5-carboxylic acid